CC1=NN=C2N1C1=C(C(=N2)N2CCCC3=C(C=CC=C23)C#CC=2C=NN(C2)C)C=CC(=N1)C(F)(F)F 9-methyl-5-(5-((1-methyl-1H-pyrazol-4-yl)ethynyl)-3,4-dihydroquinolin-1(2H)-yl)-2-(trifluoromethyl)pyrido[3,2-e][1,2,4]triazolo[4,3-a]pyrimidine